tributyl-propynyl-tin C(CCC)[Sn](C#CC)(CCCC)CCCC